[Se]1CCN(CC1)C1=CC=C(N)C=C1 4-selenomorpholinoaniline